3-methyl-5-((5-methyl-4-(phenylamino)pyrimidin-2-yl)amino)benzo[c][1,2]oxaborol-1(3H)-ol CC1C2=C(B(O1)O)C=CC(=C2)NC2=NC=C(C(=N2)NC2=CC=CC=C2)C